C1=C(C=CC2=CC=CC=C12)SN S-2-naphthylsulfenamide